O(C1=CC=CC=C1)C1=CC=C(C=C1)C1=NC(=CC=C1)C1CCN(CC1)C(C=C)=O 2-(4-phenoxyphenyl)-6-(1-prop-2-enoylpiperidin-4-yl)pyridine